1-(2-fluoro-5-(trifluoromethyl)phenyl)ethylamine FC1=C(C=C(C=C1)C(F)(F)F)C(C)N